FC=1C=CC2=C(CCO2)C1CNC1=NC=CC=2N1C=NN2 5-(((5-fluoro-2,3-dihydrobenzofuran-4-yl)methyl)amino)-[1,2,4]triazolo[4,3-c]pyrimidine